C1(C(C1=C(C#N)C1=C(C(=C(C(=C1Cl)F)C(F)(F)F)F)Cl)=C(C#N)C1=C(C(=C(C(=C1Cl)F)C(F)(F)F)F)Cl)=C(C#N)C1=C(C(=C(C(=C1Cl)F)C(F)(F)F)F)Cl (2E,2'E,2''E)-2,2',2''-(cyclopropane-1,2,3-triylidene)tris(2-(2,6-dichloro-3,5-difluoro-4-(trifluoromethyl)phenyl)-acetonitrile)